C(C)(=O)OC[C@@H]1O[C@@H]([C@H]([C@@H]([C@H]1CC(=O)[O-])CC(=O)[O-])OC(CC(C)(C)C)=O)CC(C)C (2R,3R,4R,5S,6R)-2-(Acetoxymethyl)-5-((3,3-dimethylbutyryl) oxy)-6-isobutyltetrahydro-2H-pyran-3,4-diyldiacetate